2,3-dichloro-6-methoxybenzene ClC1=CC(=CC=C1Cl)OC